FC(C1CCN(CC1)C(=O)OC(C)(C)C)C1=CC(=CC=C1)C(=O)OC tert-Butyl 4-(fluoro (3-(methoxycarbonyl)phenyl)methyl)piperidine-1-carboxylate